NC=1C(=NN(C1)C1CCC(CC1)CN1CCC(CC1)OCCCOC1=C2C(N(C(C2=CC=C1)=O)C1C(NC(CC1)=O)=O)=O)C(F)F 4-[3-[[1-[[4-[4-Amino-3-(difluoromethyl)pyrazol-1-yl]cyclohexyl]methyl]-4-piperidyl]oxy]propoxy]-2-(2,6-dioxo-3-piperidyl)isoindoline-1,3-dione